(1S,2S,3S)-N-(8-amino-6-(5-amino-4-methylpyridin-3-yl)-7-fluoroisoquinolin-3-yl)-2-methyl-3-(1-methyl-1H-pyrazol-4-yl)cyclopropane-1-carboxamide NC=1C(=C(C=C2C=C(N=CC12)NC(=O)[C@H]1[C@H]([C@@H]1C=1C=NN(C1)C)C)C=1C=NC=C(C1C)N)F